C(C1=CC=CC=C1)N1N=C(C2=CC=CC=C12)COC(C(=O)OCC)(C)C ethyl 2-((1-benzyl-1H-indazol-3-yl)methoxy)-2-methylpropanoate